CN(S(=O)(=O)C)C(F)(F)F N-methyl-N-(trifluoromethyl)methanesulfonamide